3-(2-isocyanatopropyl)benzene N(=C=O)C(CC=1C=CC=CC1)C